trans-8-((4-((cyclobutylmethyl)(6-fluoro-4-methylpyridin-3-yl)amino)cyclohexyl)(methyl)amino)-5-methyl-6-oxo-5,6-dihydro-1,5-naphthyridine-2,7-dicarbonitrile C1(CCC1)CN([C@@H]1CC[C@H](CC1)N(C1=C(C(N(C=2C=CC(=NC12)C#N)C)=O)C#N)C)C=1C=NC(=CC1C)F